[Si](C)(C)(C(C)(C)C)OCCCOC1=NN(C(=C1[N+](=O)[O-])C)[C@H]1COCCC1 |r| (±)-3-(3-((tert-butyldimethylsilyl)oxy)propoxy)-5-methyl-4-nitro-1-(tetrahydro-2H-pyran-3-yl)-1H-pyrazole